2-(((1-methylazetidin-3-yl)carbamoyl)oxy)-3-(palmitoyloxy)propyl oleate C(CCCCCCC\C=C/CCCCCCCC)(=O)OCC(COC(CCCCCCCCCCCCCCC)=O)OC(NC1CN(C1)C)=O